N[C@H]1[C@@H](C1)C=1C(=NC(=CC1)C1=CC(=CC=C1)C(F)(F)F)C1=CC=C(C(=O)N)C=C1 4-(3-((trans)-2-aminocyclopropyl)-6-(3-(trifluoromethyl)phenyl)-pyridin-2-yl)benzamide